BrC1=CC=C(C=N1)C(CCCNC(OC(C)(C)C)=O)=O Tert-butyl (4-(6-bromopyridin-3-yl)-4-oxobutyl)carbamate